C(C)OC(C(CCN1C(N(C(C1(C)C)=O)C1=C(C(=C(C=C1)C#N)SC)F)=S)C)=O 4-[3-(4-cyano-2-fluoro-3-methylthio-phenyl)-5,5-dimethyl-4-oxo-2-thioxo-imidazolidin-1-yl]-2-methylbutanoic acid ethyl ester